ClC1=CC=C(C=C1)[B-](C1=CC=C(C=C1)Cl)(C1=CC=C(C=C1)Cl)C1=CC=C(C=C1)Cl.[K+] potassium tetrakis-(4-chlorophenyl)-borate